methyl 1-{4-[2-(methanesulfonyloxy)ethoxy]benzenesulfonyl}cyclopropane-1-carboxylate CS(=O)(=O)OCCOC1=CC=C(C=C1)S(=O)(=O)C1(CC1)C(=O)OC